CC=1C=C(C=O)C=CC1C(F)(F)F 3-methyl-4-(trifluoromethyl)benzaldehyde